dideoxyUridine tert-butyl-4-(6-bromopyridin-3-yl)piperazine-1-carboxylate C(C)(C)(C)C1N(CCN(C1)C=1C=NC(=CC1)Br)C(=O)OC[C@@H]1CC[C@@H](O1)N1C(=O)NC(=O)C=C1